trimethyl(prop-1-ynyl)silane C[Si](C#CC)(C)C